C(C)(C)ON(OC(C)C)CC N,N-diisopropoxyethylamine